BrC1=NN(C(=C1)C(F)(F)F)C1OCCCC1 3-bromo-1-tetrahydropyran-2-yl-5-(trifluoromethyl)pyrazole